tris(9,9-bis(2-(2-ethoxyethoxy)ethyl)-9H-fluoren-2-yl)amine C(C)OCCOCCC1(C2=CC=CC=C2C=2C=CC(=CC12)N(C1=CC=2C(C3=CC=CC=C3C2C=C1)(CCOCCOCC)CCOCCOCC)C1=CC=2C(C3=CC=CC=C3C2C=C1)(CCOCCOCC)CCOCCOCC)CCOCCOCC